4-(4-bromostyryl)-N,N-bis(4-methoxyphenyl)aniline BrC1=CC=C(C=CC2=CC=C(N(C3=CC=C(C=C3)OC)C3=CC=C(C=C3)OC)C=C2)C=C1